COC(CN1CC(CC1)C(=O)OC)=O methyl 1-(2-methoxy-2-oxoethyl)pyrrolidine-3-carboxylate